C(C1=CC=CC=C1)OC1=C(C=C(C=C1)\C=C\C(=O)C1=C(C=C(C=C1)OC)O)OC 4-Benzyloxy-2'-hydroxy-3,4'-dimethoxychalcone